(S)-5-benzyl-N-(8'-oxo-6',7',8',9'-tetrahydrospiro[cyclopropane-1,5'-pyrido[2,3-B]azepin]-7'-yl)-4H-1,2,4-triazole-3-carboxamide C(C1=CC=CC=C1)C=1NC(=NN1)C(=O)N[C@H]1CC2(C3=C(NC1=O)N=CC=C3)CC2